O(C)C1=CC=C(C=C1)C1=CC=C(C=C1)C 4-methoxyl-4'-methyl-biphenyl